iron-chromium-nickel oxide [Ni]=O.[Cr].[Fe]